2-((3-chloro-4-(2-fluoro-4-hydroxy-3-isopropylbenzyl)-5-methylphenyl)thio)-N-methylacetamide ClC=1C=C(C=C(C1CC1=C(C(=C(C=C1)O)C(C)C)F)C)SCC(=O)NC